CC1=CC=C2C(=N1)OC1(C2)CCCCC1 6'-methyl-3'H-spiro[cyclohexane-1,2'-furo[2,3-b]pyridin]